alpha-hydroxyeicosanoic acid OC(C(=O)O)CCCCCCCCCCCCCCCCCC